OCC12OCC(C1)(C2)C2CC21NCCC(C1)C(=O)N 1-(hydroxymethyl-2-oxabicyclo[2.1.1]hexan-4-yl)-4-azaspiro[2.5]octane-7-carboxamide